C[Si](=[Hf](C1C=CC=2CCCCC12)C1C=CC=2CCCCC12)C dimethylsilylenebis(4,5,6,7-tetrahydroindenyl)hafnium